C(=O)(O)CN1C(=C(C2=CC(=CC=C12)OC)C=1N=C(SC1)C1=CN(C2=CC(=CC=C12)OC)CC(=O)O)C 2-(3-(4-(1-(carboxymethyl)-5-methoxy-2-methyl-1H-indol-3-yl)thiazol-2-yl)-6-methoxy-1H-indol-1-yl)acetic acid